6-(dimethylamino)-N,N,N-trimethylhexan-1-aminium CN(CCCCCC[N+](C)(C)C)C